[4-(2-ethoxycarbonylethyl)phenyl]boronic acid C(C)OC(=O)CCC1=CC=C(C=C1)B(O)O